1-(4-ethylphenyl)-2-(4-(hexyloxy)phenyl)diazene C(C)C1=CC=C(C=C1)N=NC1=CC=C(C=C1)OCCCCCC